NC=1C2=C(N=CN1)N(C=C2C=2C=CC1=C(NC=N1)C2)[C@@H]2O[C@@H]([C@H]([C@H]2O)O)CSCC=2C(=NOC2C2=CC=CC=C2)C (2R,3R,4S,5S)-2-(4-Amino-5-(1H-benzo[d]imidazol-6-yl)-7H-pyrrolo[2,3-d]pyrimidin-7-yl)-5-((((3-methyl-5-phenylisoxazol-4-yl)methyl)thio)methyl)tetrahydrofuran-3,4-diol